BrC1=CC=C(C=C1)[C@@H](COC)NC(OC(C)(C)C)=O (S)-tert-butyl (1-(4-bromophenyl)-2-methoxyethyl)carbamate